trioctyl-2-hydroxypropane-1,2,3-tricarboxylic acid C(CCCCCCC)C(C(C(C(=O)O)(CCCCCCCC)CCCCCCCC)(C(=O)O)O)C(=O)O